ClC1=CC=CC(=N1)S(=O)(=O)N1CC2(C1)CN(C2)C(=O)N2CC1(C2)CC(C1)N1N=C(N=C1)C1CC1 [2-[(6-chloro-2-pyridinyl)sulfonyl]-2,6-diazaspiro[3.3]heptan-6-yl]-[6-(3-cyclopropyl-1,2,4-triazol-1-yl)-2-azaspiro[3.3]heptan-2-yl]methanone